5-(benzylamino)-2-(2-furyl)pyrazolo[1,5-a]Pyrimidine-3-carbonitrile C(C1=CC=CC=C1)NC1=NC=2N(C=C1)N=C(C2C#N)C=2OC=CC2